ClC1=C(CC2CC[C@H](N2CC2=CC(=CC=C2)OC)C(=O)O)C=CC=C1 (2S)-5-(2-chlorobenzyl)-1-(3-methoxybenzyl)pyrrolidine-2-carboxylic acid